1-(tetrahydro-2H-pyran-4-yl)-1H-imidazo[4,5-c]cinnolin O1CCC(CC1)N1C=NC=2N=NC=3C=CC=CC3C21